(4-(4-(4-(4'-bromo-5'-oxo-5'H-spiro[cyclohexane-1,7'-indolo[1,2-a]quinazolin]-10'-yl)-[1,4'-bipiperidine]-1'-carbonyl)piperidin-1-yl)-2,6-difluorophenyl)piperidine-2,6-dione BrC=1C=2C(N=C3N(C2C=CC1)C1=CC(=CC=C1C31CCCCC1)C1CCN(CC1)C1CCN(CC1)C(=O)C1CCN(CC1)C1=CC(=C(C(=C1)F)N1C(CCCC1=O)=O)F)=O